2-(2-fluoro-2-methylpropyl)-2-azabicyclo[2.1.1]Hexane-4-amine FC(CN1C2CC(C1)(C2)N)(C)C